1,3,5-tris(3,5-di-t-butyl-4-hydroxybenzyl)1,3,5-triazine-2,4,6(1h,3h,5h)-trione C(C)(C)(C)C=1C=C(CN2C(N(C(N(C2=O)CC2=CC(=C(C(=C2)C(C)(C)C)O)C(C)(C)C)=O)CC2=CC(=C(C(=C2)C(C)(C)C)O)C(C)(C)C)=O)C=C(C1O)C(C)(C)C